tetramethyl-N'-phenylguanidine CN(C(N(C)C)=NC)C1=CC=CC=C1